1-heptyl-2-butylpiperidinium triflate [O-]S(=O)(=O)C(F)(F)F.C(CCCCCC)[NH+]1C(CCCC1)CCCC